C(C1=CC=CC=C1)OC(=O)N[C@H](CO)C(=O)N1C(CN(CC1)C(=O)OC(C)(C)C)C(=O)OC 1-(tert-butyl) 3-methyl 4-(((benzyloxy)carbonyl)-D-seryl)piperazine-1,3-dicarboxylate